ammonium aminoethylaminoethanesulfonic acid NCCNC(C)S(=O)(=O)O.[NH4+]